(3-methacryloxypropyl-2-hydroxypropoxy)propyl-bis(trimethylsiloxy)methylsilane C(C(=C)C)(=O)OCCCCC(COCCC[SiH2]C(O[Si](C)(C)C)O[Si](C)(C)C)O